FC1=C(CCCNC(=S)SSC(NCCCC2=C(C=CC=C2)F)=S)C=CC=C1 bis(N-2-Fluorobenzylethylthiocarbamoyl)disulphide